1-(2-(1-aminoethyl)-6-cyclopropyl-[1,2,4]triazolo[1,5-a]pyridin-8-yl)-3-methylimidazolidine-2,4-dione NC(C)C1=NN2C(C(=CC(=C2)C2CC2)N2C(N(C(C2)=O)C)=O)=N1